(S)-quinuclidin-3-yl (5-(3-isopropylphenyl)-2,2-dimethyl-2,3-dihydro-1H-inden-1-yl)carbamat C(C)(C)C=1C=C(C=CC1)C=1C=C2CC(C(C2=CC1)NC(O[C@@H]1CN2CCC1CC2)=O)(C)C